NC1=NC(=C(C=2N1C=NN2)C#N)C2=CC=CC=C2 5-amino-7-phenyl-[1,2,4]triazolo[4,3-c]pyrimidine-8-carbonitrile